(S)-tert-butyl (1-((2-(7-methoxy-2-methylquinolin-6-yl)-2-oxoethyl)amino)-1-oxopent-4-en-2-yl)carbamate COC1=C(C=C2C=CC(=NC2=C1)C)C(CNC([C@H](CC=C)NC(OC(C)(C)C)=O)=O)=O